3-mercaptopropyl-trisethoxysilane SCCC[Si](OCC)(OCC)OCC